FC=1C(=C2C=NN(C2=CC1)C1C(NC(CC1)=O)=O)C=1C=NN(C1)C1CCNCC1 3-(5-fluoro-4-(1-(piperidin-4-yl)-1H-pyrazol-4-yl)-1H-indazol-1-yl)piperidine-2,6-dione